2-(1-methyl-1,2,3,6-tetrahydropyridin-4-yl)-1H-pyrrole CN1CCC(=CC1)C=1NC=CC1